5-chloro-2-fluoropyridine-3-sulfonamide ClC=1C=C(C(=NC1)F)S(=O)(=O)N